C(C)(=O)C1(CC(=C(CC1)C)C)OC(C1=CC=CC=C1)=O.CC(C(CC(=O)N[C@@H](C)C1=CC(=CC=C1)OCC(F)(F)F)=O)C (S)-4-methyl-3-oxo-N-(1-(3-(2,2,2-trifluoroethoxy)phenyl)ethyl)pentanamide 1-Acetyl-3,4-dimethylcyclohex-3-en-1-yl-benzoate